C(N)(=O)C1=CC2=C(C(=N1)C1=NC(=NN1)C1=C(C(=NN1CCC(=O)O)C)O)C=NN2C 3-{5-[5-(6-carbamoyl-1-methyl-1H-pyrazolo[4,3-c]pyridin-4-yl)-1H-1,2,4-triazol-3-yl]-4-hydroxy-3-methyl-1H-pyrazol-1-yl}propanoic acid